imidazo[2',1':2,3]thiazolo[5,4-b]pyridine-7-carboxamide N=1C=CN2C1SC1=NC(=CC=C12)C(=O)N